C1OCCC2=CC=C(C=C12)C(CN1N=C(C=C1C(=O)OCC)C(=O)OCC)=O Diethyl 1-[2-(3,4-dihydro-1H-isochromen-7-yl)-2-oxoethyl]-1H-pyrazole-3,5-dicarboxylate